3-(4-chloro-2-methylpyrido[3,4-d]pyrimidin-6-yl)-3,6-diazabicyclo[3.1.1]heptane-6-carboxylic acid tert-butyl ester C(C)(C)(C)OC(=O)N1C2CN(CC1C2)C2=CC1=C(N=C(N=C1Cl)C)C=N2